10-bromospiro[indolo[3,2,1-de]acridine-8,9'-xanthene] BrC=1C=CC=2N3C4=C(C=CC=C4C4(C5=CC=CC=C5OC=5C=CC=CC45)C2C1)C=1C=CC=CC13